6-(3-hydroxypropoxy)-4-(6-(piperazin-1-yl)pyridin-3-yl)pyrazolo[1,5-a]pyridine-3-carbonitrile hydrochloride Cl.OCCCOC=1C=C(C=2N(C1)N=CC2C#N)C=2C=NC(=CC2)N2CCNCC2